COC=1N(C=C(N1)C1=CC=CC=C1)C(=O)NCCCC1=CC=CC=C1 2-Methoxy-4-phenyl-N-(3-phenylpropyl)-1H-imidazole-1-carboxamide